BrC=1C=C(C=CC1O)/C=C/C(=O)C1=C(C=C(C=C1)OC)OC (E)-3-(3-Bromo-4-hydroxyphenyl)-1-(2,4-dimethoxyphenyl)prop-2-en-1-one